[W].[Ta] tantalum tungsten